N-(2-(7-oxa-1-azaspiro[4.4]non-3-en-4-yl)thieno[2,3-b]pyridin-4-yl)benzo[d]thiazol-5-amine N1CC=C(C12COCC2)C2=CC=1C(=NC=CC1NC=1C=CC3=C(N=CS3)C1)S2